ClC1=C(C(=CC=C1)Cl)C(C(=O)NCCC1=CC=NC=C1)NCCC1CCNCC1 2-(2,6-dichlorophenyl)-2-[(2-piperidine-4-ylethyl)amino]-N-(2-pyridine-4-ylethyl)acetamid